(+-)-trans-N-(6,8-dichloro-2,7-naphthyridin-3-yl)-2-fluoro-cyclopropanecarboxamide ClC=1C=C2C=C(N=CC2=C(N1)Cl)NC(=O)[C@H]1[C@@H](C1)F |r|